CC(C)([C@@H](CCCCC)C(F)(F)F)C=1C=C(C=C(C1)O)O (R)-5-(2-methyl-3-(trifluoromethyl)octan-2-yl)benzene-1,3-diol